1-(1-(2-azaspiro[3.5]nonan-7-yl)piperidin-4-yl)-3-(4-phenoxyphenyl)-1H-pyrazolo[3,4-d]pyrimidin-4-amine hydrochloride Cl.C1NCC12CCC(CC2)N2CCC(CC2)N2N=C(C=1C2=NC=NC1N)C1=CC=C(C=C1)OC1=CC=CC=C1